N1(C=NC=C1)C(=S)SCC1=CC=CC=C1 benzyl 1H-imidazole-1-carbodithioate